FC(C(=O)O)(F)F.FC1=C(C=CC(=C1)C1CC2(CNC2)C1)C1(C(NC(CC1)=O)=O)C 3-(2-fluoro-4-(2-azaspiro[3.3]heptan-6-yl)phenyl)-3-methylpiperidine-2,6-dione trifluoroacetate salt